(4R,4'S,5'S)-2,2'-(1,3-diphenylpropane-2,2-diyl)bis(4,5-diphenyl-4,5-dihydrooxazole) C1(=CC=CC=C1)CC(CC1=CC=CC=C1)(C=1O[C@H]([C@@H](N1)C1=CC=CC=C1)C1=CC=CC=C1)C=1OC([C@H](N1)C1=CC=CC=C1)C1=CC=CC=C1